[Ni+2].ClC=1C(=C(C=CC1)P(C1=CC=CC=C1)C1=CC=CC=C1)C1C=CC=C1.[Ni+2] nickel chloro(cyclopentadienyl)(triphenylphosphine) nickel (II)